5-{[(3R,4S)-4-fluoropyrrolidin-3-yl]oxy}-N-methylpyridine-2-carboxamide HCl salt Cl.F[C@@H]1[C@@H](CNC1)OC=1C=CC(=NC1)C(=O)NC